F[C@H]1CN(CC[C@H]1C=O)C(=O)OC(C)(C)C tert-butyl (3R,4S)-3-fluoro-4-formyl-piperidine-1-carboxylate